FC=1C(=C(C#N)C=CC1)OC1=C2C(N(CC2=CC=C1)CC1=CC=C(C=C1)C=1C=NN(C1)C)=O 3-fluoro-2-((2-(4-(1-methyl-1H-pyrazol-4-yl)benzyl)-3-oxo-2,3-dihydro-1H-isoindol-4-yl)oxy)benzonitrile